Tert-butyl (2Z)-3-(methylamino)but-2-enoate CN\C(=C/C(=O)OC(C)(C)C)\C